C(C1=CC=CC=C1)N1C(C(CCC1)N(C=1C(=NC2=CC(=CC(=C2N1)[C@@H](C)NC1=C(C(=O)O)C=CC=C1)C)C#N)C)=O 2-(((1R)-1-(3-((1-benzyl-2-oxopiperidin-3-yl)(methyl)amino)-2-cyano-7-methylquinoxalin-5-yl)ethyl)amino)benzoic acid